OCC1=CC=C(C=C1)C=1C=C(C=CC1)[C@@H](C)NC(C1=C(C=CC(=C1)N1CCN(CC1)C)C)=O N-[(1R)-1-[3-[4-(Hydroxymethyl)phenyl]phenyl]ethyl]-2-methyl-5-(4-methylpiperazin-1-yl)benzamide